N-(5-cyano-1-(4-hydroxybenzyl)-1H-benzo[d]imidazol-2-yl)-2-(1H-pyrazol-1-yl)acetamide C(#N)C1=CC2=C(N(C(=N2)NC(CN2N=CC=C2)=O)CC2=CC=C(C=C2)O)C=C1